C(#N)C=1C=C2COC3(CCN(CC3)C(=O)C=3C=CC(=C(C3)NC(N(C)CCOC)=O)C)C2=CC1 3-(5-(5-cyano-3H-spiro[isobenzofuran-1,4'-piperidin]-1'-ylcarbonyl)-2-methylphenyl)-1-(2-methoxyethyl)-1-methylurea